di(2-methylpentyl)isophthalate CC(COC(C1=CC(C(=O)OCC(CCC)C)=CC=C1)=O)CCC